ClC1=CC=NC=N1 6-chloro-pyrimidine